NC12CCC(CC1)(CC2)C2(OC=1C(=C(C=3CCN(C(C3C1C)=O)CC=1C(NC(=CC1C)C)=O)C)O2)C 2-(4-Aminobicyclo[2.2.2]oct-1-yl)-6-((4,6-dimethyl-2-oxo-1,2-dihydropyridin-3-yl)methyl)-2,4,9-trimethyl-7,8-dihydro-[1,3]dioxolo[4,5-g]isoquinolin-5(6H)-one